FC(OC=1C=NC(=NC1)N[C@@H]1C[C@H](CC1)NC1=CN=C(N=N1)N1C(C=CC=C1)=O)F 1-(6-(((1S,3S)-3-((5-(difluoromethoxy)pyrimidin-2-yl)amino)cyclopentyl)amino)-1,2,4-triazin-3-yl)pyridin-2(1H)one